2-(6,6-difluoro-3-azabicyclo[3.1.0]hexane-3-yl)-6-methylpyrimidine-4-carbohydrazide FC1(C2CN(CC12)C1=NC(=CC(=N1)C(=O)NN)C)F